9-(3-(3-(dimethylamino)propoxy)benzyl)-2-(2-isopropylphenyl)-7-methyl-7,9-dihydro-8H-purin-8-one CN(CCCOC=1C=C(CN2C3=NC(=NC=C3N(C2=O)C)C2=C(C=CC=C2)C(C)C)C=CC1)C